N-ureido-pyrazole N(C(=O)N)N1N=CC=C1